F[C@H]1CN(C[C@@H]1F)C1=NC(=NC=C1C(F)(F)F)NC1=CC(=C(C=C1OC)N1CC(CCC1)O)F 1-[4-({4-[(3S,4S)-3,4-difluoropyrrolidin-1-yl]-5-(trifluoromethyl)pyrimidin-2-yl}Amino)-2-fluoro-5-methoxyphenyl]piperidin-3-ol